2-(2,6-Dimethylpyridin-4-yl)-3-isopropyl-1-p-toluenesulfonyl-5,6,7,8-tetrahydro-1H-pyrrolo[2,3-g]isoquinoline hydrochloride Cl.CC1=NC(=CC(=C1)C1=C(C=2C(=CC=3CCNCC3C2)N1S(=O)(=O)C1=CC=C(C)C=C1)C(C)C)C